(1R,4R)-4-((4-((5-(5-(4-fluorophenyl)-1,3,4-oxadiazol-2-yl)thiazol-2-yl)Amino)-6-(4-(2-hydroxyethyl)piperazin-1-yl)pyrimidin-2-yl)amino)cyclohexan-1-ol FC1=CC=C(C=C1)C1=NN=C(O1)C1=CN=C(S1)NC1=NC(=NC(=C1)N1CCN(CC1)CCO)NC1CCC(CC1)O